2,3,4,5-tetra(9H-carbazol-9-yl)-6-(1-phenyl-1H-benzo[d]imidazol-2-yl)benzonitrile C1=CC=CC=2C3=CC=CC=C3N(C12)C1=C(C#N)C(=C(C(=C1N1C2=CC=CC=C2C=2C=CC=CC12)N1C2=CC=CC=C2C=2C=CC=CC12)N1C2=CC=CC=C2C=2C=CC=CC12)C1=NC2=C(N1C1=CC=CC=C1)C=CC=C2